(2S,4S)-4-(((benzyloxy)carbonyl)amino)-5-oxopyrrolidine-2-carboxylic acid C(C1=CC=CC=C1)OC(=O)N[C@H]1C[C@H](NC1=O)C(=O)O